C(C)OC(CCCCCCN(CCCCCCCCC)CCC1CCN(CC1)C(CN(CCCCCCCCC)CCN(CCCCCCCCC)CCCCCCCCC)=O)=O Ethyl-7-((2-(1-(N-(2-(dinonylamino)ethyl)-N-nonylglycyl)piperidin-4-yl)ethyl)(nonyl)amino)heptanoate